methyl 2-chloro-4-methyl-5-nitrobenzoate ClC1=C(C(=O)OC)C=C(C(=C1)C)[N+](=O)[O-]